4-chloro-1-(1-(cyclopropanecarbonyl)azetidin-3-yl)-N-(3-methyl-5-(phenylethynyl)pyridin-2-yl)-1H-pyrazole-5-carboxamide ClC=1C=NN(C1C(=O)NC1=NC=C(C=C1C)C#CC1=CC=CC=C1)C1CN(C1)C(=O)C1CC1